[Nd].[Gd].[Mg] magnesium gadolinium neodymium